4-(4-chlorophenyl)-3-(phenylsulfonyl)quinoline Tert-butyl-N-[2-[2-[4-[2-[2-(benzyloxycarbonylamino)ethoxy]ethyl]piperazin-1-yl]ethoxy]ethyl]carbamate C(C)(C)(C)OC(NCCOCCN1CCN(CC1)CCOCCNC(=O)OCC1=CC=CC=C1)=O.ClC1=CC=C(C=C1)C1=C(C=NC2=CC=CC=C12)S(=O)(=O)C1=CC=CC=C1